6-chloro-1,3-diethyl-1H-1,3-benzodiazol-3-ium formate C(=O)[O-].ClC=1C=CC2=C(N(C=[N+]2CC)CC)C1